2-[[3-[[2-(8-chloro-4-oxo-chromen-2-yl)-5-(trifluoromethyl)phenoxy]methyl]oxetan-3-yl]methylamino]-2-oxo-acetic acid ClC=1C=CC=C2C(C=C(OC12)C1=C(OCC2(COC2)CNC(C(=O)O)=O)C=C(C=C1)C(F)(F)F)=O